allyl 2-butoxyethyl ether C(CCC)OCCOCC=C